(2S,5R)-7-Oxo-2-(N-(2-(tetrahydropyrimidin-1(2H)-yl) ethyl) carbamimidoyl)-1,6-diazabicyclo[3.2.1]octan-6-yl hydrogen sulfate S(=O)(=O)(ON1[C@@H]2CC[C@H](N(C1=O)C2)C(NCCN2CNCCC2)=N)O